CC(=O)/C=C/[C@@]1([C@](CCCC1(C)C)(C)O)O dihydroxy-β-ionone